1-(2,4-difluorophenyl)-2-(1H-1,2,4-triazol-1-yl)ethane tert-Butyl-L-alaninat C(C)(C)(C)N[C@@H](C)C(=O)O.FC1=C(C=CC(=C1)F)CCN1N=CN=C1